Trilauryl trithiophosphite P(SCCCCCCCCCCCC)(SCCCCCCCCCCCC)SCCCCCCCCCCCC